C(\C=C/C(=O)OCC)(=O)OCC diethyl maleinate